C1(CC1)C1=CC(=C2[C@@H](COCC2=C1)N(C(=O)C1=CC2=NC(=C3C(=C2N1)COC3)NC(OC(C)(C)C)=O)C)F tert-butyl (S)-(2-((7-cyclopropyl-5-fluoroisochroman-4-yl)(methyl)carbamoyl)-6,8-dihydro-1H-furo[3,4-d]pyrrolo[3,2-b]pyridin-5-yl)carbamate